(4S)-4-(2,3-dichloro-6-hydroxyphenyl)-1-[(1-methylpyrazol-4-yl)methyl]pyrrolidin-2-one ClC1=C(C(=CC=C1Cl)O)[C@@H]1CC(N(C1)CC=1C=NN(C1)C)=O